C1(CCC1)C(C#N)C(=O)C1CCC(CC1)(F)F 2-cyclobutyl-3-(4,4-difluorocyclohexyl)-3-oxopropanenitrile